ClC=1C=CC(=NC1)C=1N=C2N(C=CC=C2)C1CN1C2CCN(C(C1)CC2)C(=O)C2=C(C=CC=C2)F [6-{[2-(5-chloropyridin-2-yl)imidazo[1,2-a]pyridin-3-yl]methyl}-2,6-diazabicyclo[3.2.2]non-2-yl](2-fluorophenyl)methanone